FC1=C2C(NC(N(C2=CC=C1)CC1=CC(=C(C=C1)F)C(NCC1=CC(=CC=C1)Cl)=O)=O)=O 5-Fluoro-1-(4-fluoro-3-(3-chlorobenzylcarbamoyl)benzyl)quinazoline-2,4(1H,3H)-dione